BrC=1C(=NC(=NC1)NC1=CC2=C(N(CCO2)CC2CC2)C=C1)NC1=C(C=CC=C1)S(=O)(=O)C(C)C 5-bromo-N2-[4-(cyclopropylmethyl)-2,3-dihydro-1,4-benzoxazin-7-yl]-N4-(2-isopropylsulfonylphenyl)pyrimidine-2,4-diamine